(2R)-2-(5-fluoro-2-methoxypyridin-4-yl)-1-{(2S)-7-methyl-6-[5-(piperidin-1-yl)-1,3,4-thiadiazol-2-yl]-3,4-dihydro-1H-spiro[1,8-naphthyridine-2,3'-pyrrolidin]-1'-yl}propan-1-one FC=1C(=CC(=NC1)OC)[C@H](C(=O)N1C[C@]2(CC1)NC1=NC(=C(C=C1CC2)C=2SC(=NN2)N2CCCCC2)C)C